FC1=C(C=C(C(=C1)OC)C(N[C@@H]1[C@H]2C=C[C@@H]([C@@H]1C(NC1=CC(=C(C=C1)F)C(F)(F)F)=O)C2)=O)C2=CC=C(C=C2)C(=O)OC |r| rac-Methyl 2'-fluoro-5'-(((1R,2R,3S,4S)-3-((4-fluoro-3-(trifluoromethyl)phenyl)carbamoyl)bicyclo[2.2.1]hept-5-en-2-yl)carbamoyl)-4'-methoxy-[1,1'-biphenyl]-4-carboxylate